ClC1=C2C(=NC=C1C1=CC(=CC(=C1)C)C)NC=C2 4-chloro-5-(3,5-dimethylphenyl)-1H-pyrrolo[2,3-b]pyridine